[Li].C=C=C allen Lithium